isocyanate (2-isocyanatoethyl acrylate) N(=C=O)CCC(C(=O)[O-])=C.[N-]=C=O